ClC1=C(C(C2=CC=CC=C2C1=O)=O)NCC1=CC=C(C(=O)NC=2SC=CN2)C=C1 4-(((3-chloro-1,4-dioxo-1,4-dihydronaphthalen-2-yl)amino)methyl)-N-(thiazol-2-yl)benzamide